N[C@]1([C@@H](OCC1)CC)COC1=C(C#N)C(=CC(=C1)C1=CN=C2N1C(=CC=C2)OC)SC 2-(((2S,3S)-3-Amino-2-ethyltetrahydrofuran-3-yl)methoxy)-4-(5-methoxyimidazo[1,2-a]pyridin-3-yl)-6-(methylthio)benzonitrile